BrC1=C(C=CC(=C1)C)OCOC 2-bromo-1-(methoxymethoxy)-4-methylbenzene